2-(furan-2-yl)-4,5-dihydro-oxazol-4-ol O1C(=CC=C1)C=1OCC(N1)O